FC(F)(F)N1C=CC2=CC=CC=C12 (trifluoromethyl)-1H-indole